α-(trifluoromethylsulfonyloxyimino)-4-methoxyphenyl-acetonitrile FC(S(=O)(=O)ON=C(C#N)C1=CC=C(C=C1)OC)(F)F